Isobutyl α-cyanoacrylate C(#N)C(C(=O)OCC(C)C)=C